C(CCC)N(CCNC1=CC=C(C=C1)C1CCCCC1)CCCC N1,N1-dibutyl-N2-(4-cyclohexylphenyl)ethane-1,2-diamine